3-{4-[(2-amino-4-pyrimidinyl)oxy]-2-ethylphenyl}-4-hydroxy-1-[3-(trifluoromethyl)phenyl]-2-imidazolidinone NC1=NC=CC(=N1)OC1=CC(=C(C=C1)N1C(N(CC1O)C1=CC(=CC=C1)C(F)(F)F)=O)CC